N[C@@H]1CN(CC1)CC1=CC=2C(=CN=C(C2C2=CC(=C(C#N)C=C2)F)C2=CC=C(C=C2)OC(F)(F)F)N1C (S)-4-(2-((3-aminopyrrolidin-1-yl)methyl)-5-(4-trifluoromethoxyphenyl)-1-methyl-1H-pyrrolo[2,3-c]pyridin-4-yl)-2-fluorobenzonitrile